ethyl (R)-2-(3-(1-((1-((benzyloxy)methyl)-2,2-difluorocyclopropyl)methyl)piperidin-4-yl)cyclobutyl)acetate C(C1=CC=CC=C1)OC[C@]1(C(C1)(F)F)CN1CCC(CC1)C1CC(C1)CC(=O)OCC